3-formylcyclopentane-1-carboxylate C(=O)C1CC(CC1)C(=O)[O-]